ClC1=NC(=NC(=C1CNC1(CC1)C)Cl)C N-((4,6-dichloro-2-methylpyrimidin-5-yl)methyl)-1-methylcyclopropanamine